4-(9-fluoro-2,3-dihydropyrido[3,4-f][1,4]oxazepin-4(5H)-yl)-3,3-dimethyl-4-oxobutanenitrile FC1=CN=CC=2CN(CCOC21)C(C(CC#N)(C)C)=O